[N-]=[N+]=[N-].OOOOCCCCCCCCCCC tetraoxapentadecane Azide